(E)-2-phenyl-2-(4,4-bis(4-methoxyphenyl)-1,3-butadienyl)-1,3-dithiane C1(=CC=CC=C1)C1(SCCCS1)\C=C\C=C(C1=CC=C(C=C1)OC)C1=CC=C(C=C1)OC